COC1=CC=C(C=C1)C=1C(C=2C(=C3CC=4C(CC(CC4OC3=CC2)(C)C)=O)OC1C)=O 3-(4-Methoxyphenyl)-2,9,9-trimethyl-8,9,10,12-tetrahydro-4H,11H-pyrano[2,3-a]xanthene-4,11-dione